FC=1C=C(C=CC1F)N1CC2(C=3C1=NC=C(N3)C(=O)N3C(CN(CC3)C3=NC(=C(C(=O)O)C(=C3)C)C)(C)C)CC(C2)(C)C 6-(4-(5'-(3,4-difluorophenyl)-3,3-dimethyl-5',6'-dihydrospiro[cyclobutane-1,7'-pyrrolo[2,3-b]pyrazine]-2'-carbonyl)-3,3-dimethylpiperazin-1-yl)-2,4-dimethylnicotinic acid